C(C)C(COC1=CC(=C(C=C1)C1=NC(=NC(=N1)C1=C(C=C(C=C1)OCC(CCCC)CC)O)C1=CC=C(OCCCCCCCNC(C2=C(C=CC=C2)O)=O)C=C1)O)CCCC N-[7-[4-[4,6-bis[4-(2-ethylhexoxy)-2-hydroxy-phenyl]-1,3,5-triazin-2-yl]phenoxy]heptyl]-2-hydroxy-benzamide